BrC=1C=C(C(=NC1)NCCC(F)(F)F)C(F)(F)F 5-bromo-3-(trifluoromethyl)-N-(3,3,3-trifluoropropyl)pyridin-2-amine